C(C1=CC=CC=C1)OC(=O)N1[C@@H](C[C@@H](CC1)N(C)C(=O)OC(C)(C)C)C1=C(C=CC=C1)F |r| racemic-(2S,4R)-4-((tert-butoxycarbonyl)(methyl)amino)-2-(2-fluorophenyl)piperidine-1-carboxylic acid benzyl ester